C(=O)(O)C1=C(C=CC=C1)C1=C(C(=O)O)C=CC=C1 2-(2-Carboxyphenyl)benzoic acid